5-(4-cyclopropyl-6-methoxypyrimidin-5-yl)-7-((3-fluoro-4-(1-methyl-4-(trifluoromethyl)-1H-imidazol-2-yl)benzyl)oxy)-2-methyl-2H-pyrazolo[4,3-d]pyrimidine C1(CC1)C1=NC=NC(=C1C=1N=C(C=2C(N1)=CN(N2)C)OCC2=CC(=C(C=C2)C=2N(C=C(N2)C(F)(F)F)C)F)OC